FC1=CC2=C(N(C=N2)C[C@H]2OCC2)C=C1C(=O)O 5-fluoro-1-{[(2S)-oxetan-2-yl]methyl}-1H-1,3-benzodiazole-6-carboxylic acid